N-[5-(2-chloro-5-cyanophenyl)-1H-indazol-3-yl]-3-(morpholin-4-yl)cyclobutanecarboxamide hydrochloride Cl.ClC1=C(C=C(C=C1)C#N)C=1C=C2C(=NNC2=CC1)NC(=O)C1CC(C1)N1CCOCC1